2-Fluoro-N,5-dimethylbenzamide FC1=C(C(=O)NC)C=C(C=C1)C